ammonium dihydrogen phosphate (citrate) C(CC(O)(C(=O)[O-])CC(=O)[O-])(=O)[O-].P(=O)(O)(O)[O-].[NH4+].[NH4+].[NH4+].[NH4+]